1-[2-cyano-4-(trifluoromethyl)phenyl]-4-{2'-ethoxy-[2,3'-bipyridine]-5-yl}-N-[(3r,4r)-4-hydroxy-1-methylpyrrolidin-3-yl]piperidine-4-carboxamide C(#N)C1=C(C=CC(=C1)C(F)(F)F)N1CCC(CC1)(C(=O)N[C@@H]1CN(C[C@H]1O)C)C=1C=CC(=NC1)C=1C(=NC=CC1)OCC